Tetradecylammonium hydroxide [OH-].C(CCCCCCCCCCCCC)[NH3+]